N1=NN(C2=NC=CC=C21)C2=CC(=C(C(=O)N([C@H]1CN(CCC1)C(=O)OC(C)(C)C)C1=[N+](C=CC=C1C(=O)OC)[O-])C=C2)F (R)-2-(4-(3H-[1,2,3]triazolo[4,5-b]pyridin-3-yl)-N-(1-(tert-butoxycarbonyl)piperidin-3-yl)-2-fluorobenzamido)-3-(methoxycarbonyl)pyridine-1-oxide